(R)-N-(1-hydroxybutan-2-yl)-4-methyl-2-(4-(trifluoromethyl)phenyl)quinoline-7-carboxamide OC[C@@H](CC)NC(=O)C1=CC=C2C(=CC(=NC2=C1)C1=CC=C(C=C1)C(F)(F)F)C